ClC1=C(C=CC=C1)[C@@H](C)OC(=O)NC1=C(N=NN1C)C1=CC=C(C=C1)NC(=O)[C@H]1C([C@@H]1C(=O)[O-])(F)F (1S,3S)-3-((4-(5-((((R)-1-(2-chlorophenyl)ethoxy)carbonyl)amino)-1-methyl-1H-1,2,3-triazol-4-yl)phenyl)carbamoyl)-2,2-difluorocyclopropane-1-carboxylate